2-Methyl-3-(3-(((3-(trifluoromethyl)phenyl)amino)methyl)phenyl)-5,6-dihydro-2H-2,6-methanobenzo[g][1,3,5]oxadiazocin-4(3H)-one CC12OC3=C(C(NC(N1C1=CC(=CC=C1)CNC1=CC(=CC=C1)C(F)(F)F)=O)C2)C=CC=C3